2-[2-(p-methoxyphenyl)ethenyl]-4,6-bis(trichloromethyl)-s-triazine COC1=CC=C(C=C1)C=CC1=NC(=NC(=N1)C(Cl)(Cl)Cl)C(Cl)(Cl)Cl